(R)-N-(1-(3-fluorophenyl)piperidin-3-yl)-5-morpholino-[1,2,4]triazolo[1,5-a]pyridin-7-amine FC=1C=C(C=CC1)N1C[C@@H](CCC1)NC1=CC=2N(C(=C1)N1CCOCC1)N=CN2